hexamethylenebis(3,5-di-t-butylphenol) C(C)(C)(C)C=1C(=C(C=C(C1)C(C)(C)C)O)CCCCCCC1=C(C=C(C=C1C(C)(C)C)C(C)(C)C)O